FC=1C=CC(=C(C1)[C@]1(C[C@@H]2[C@H](N(OC2(C)C)C)[C@H](C1)C)C)C |r| rac-(3aR,5R,7S,7aR)-5-(5-fluoro-2-methylphenyl)-1,3,3,5,7-penta-methyloctahydrobenzo[c]isoxazole